1-(2-[1,2,3]Triazol-2-yl-ethyl)-1H-pyrazol N=1N(N=CC1)CCN1N=CC=C1